BrC1=CC=C2C(=CC(OC2=C1)=O)O 7-bromo-4-hydroxy-chromen-2-one